CC(C1=CC=C(C(=O)O)C=C1)(C1=CC=C(C(=O)O)C=C1)C dimethyl-4,4'-methylenebis(benzoic acid)